C1(=CC=CC=C1)C=1C=CC=2C=3C=CC(=C4C(=CC=C(C5=CC=C(C1C52)C5=CC=CC=C5)C43)C4=CC=CC=C4)C4=CC=CC=C4 3,4,9,10-tetraphenylperylene